1,3,5-tris(3-[dimethylamino]propyl)hexahydrotriazine CN(CCCN1NN(CC(C1)CCCN(C)C)CCCN(C)C)C